C(CC)NC1=CC=C2C(=N1)C(=CN2)C=2CCN(CC2)CC 5-(N-[propyl]amino)-3-(1-ethyl-1,2,3,6-tetrahydro-pyridin-4-yl)pyrrolo-[3,2-b]pyridine